FC1=C(C=C(C=C1)N1C(=NOCC1)C1=CC2=C(N=CN2)C(=C1)C)OC 4-(4-fluoro-3-methoxy-phenyl)-3-(7-methyl-3H-benzimidazol-5-yl)-5,6-dihydro-1,2,4-oxadiazine